[Cl-].C(CCCCC)OC=1C(=NSN1)C1=CCC[N+](C1)(C(C(C)C)OC(C(C)(C)C)=O)C 5-(4-(Hexyloxy)-1,2,5-thiadiazol-3-yl)-1-methyl-1-(2-methyl-1-(pivaloyloxy)propyl)-1,2,3,6-tetrahydropyridin-1-ium chloride